2-chloro-4-methyl-5-[2-(4-methylpiperazin-1-yl)ethoxy]pyrimidine ClC1=NC=C(C(=N1)C)OCCN1CCN(CC1)C